N4-(1H-indazol-6-yl)-N2-(2-methoxy-4-(4-(4-methylpiperazin-1-yl)piperidin-1-yl)phenyl)-5-methylpyrimidine-2,4-diamine N1N=CC2=CC=C(C=C12)NC1=NC(=NC=C1C)NC1=C(C=C(C=C1)N1CCC(CC1)N1CCN(CC1)C)OC